OCCOC1=C(C=C(C=C1C)C1=NC2=CC(=CC(=C2C(N1)=O)OC)OC)C 2-(4-(2-hydroxyethoxy)-3,5-dimethylphenyl)-5,7-dimethoxyquinazolin-4(3H)-one